tert-Butyl-[2-(5-fluoro-2-pyridyl)-2-[6-(4,4,5,5-tetramethyl-1,3,2-dioxaborolan-2-yl)pyrazolo[1,5-a]pyridin-4-yl]oxy-ethoxy]-dimethyl-silane C(C)(C)(C)[Si](C)(C)OCC(OC=1C=2N(C=C(C1)B1OC(C(O1)(C)C)(C)C)N=CC2)C2=NC=C(C=C2)F